NCC(C(=O)O)CN 3-amino-2-aminomethyl-propanoic acid